CC1OC=2C=C(C=CC2C=2C=NC=C(C21)NC2=CC=NC=C2)N2C(CCC2)=O 1-(5-methyl-4-(pyridin-4-ylamino)-5H-chromeno-[4,3-c]pyridin-8-yl)-pyrrolidin-2-one